oxobis[chloromethane] O(CCl)CCl